FC(CN1N=NC2=C1C=C(C=C2)C=2C=CN1N=C(N=C(C12)OC([2H])([2H])[2H])NC1CCC2(COC2)CC1)F 5-(1-(2,2-difluoroethyl)-1H-benzo[d][1,2,3]triazol-6-yl)-4-(methoxy-d3)-N-(2-oxaspiro[3.5]nonan-7-yl)pyrrolo[2,1-f][1,2,4]triazin-2-amine